2-(6-((4-cyano-2-fluorobenzyl)oxy)pyridin-2-yl)acetic acid C(#N)C1=CC(=C(COC2=CC=CC(=N2)CC(=O)O)C=C1)F